CN(C1=CC=C(C=C1)C=1SC=CN1)C 4-(dimethylamino)phenyl-thiazole